FC=1C=C(C=CC1OC1=CC=NC2=CC(=CN=C12)OC)NC(=O)C=1C=NC(=C(C1O)C=1SC=C(C1)C)C N-[3-Fluoro-4-[(7-methoxy-1,5-naphthyridin-4-yl)oxy]phenyl]-4-hydroxy-6-methyl-5-(4-methyl-2-thienyl)pyridine-3-carboxamide